(5-fluoroquinolin-8-yl)boric acid FC1=C2C=CC=NC2=C(C=C1)OB(O)O